5-chloro-N-(2-fluoro-3-(4,4,5,5-tetramethyl-1,3,2-dioxaborolan-2-yl)phenyl)-2-methoxypyridine-3-sulfonamide ClC=1C=C(C(=NC1)OC)S(=O)(=O)NC1=C(C(=CC=C1)B1OC(C(O1)(C)C)(C)C)F